NC(C)C=1C=C(C=C2C(N(C(=NC12)N1CCC(CC1)OC)C)=O)C 8-(1-aminoethyl)-2-(4-methoxy-1-piperidyl)-3,6-dimethyl-quinazolin-4-one